FC1=C(C(=CC(=C1)NC1CC(CC1)=C=O)F)C=1N=C2N(C=CC(=C2)C)C1C[C@H]1CN(CCO1)C(=O)OC methyl (2S)-2-((2-(2,6-difluoro-4-((3-carbonylcyclopentyl)amino)phenyl)-7-methylimidazo[1,2-a]pyridin-3-yl)methyl)morpholine-4-carboxylate